CC1(OB(OC1(C)C)C1=C(C=C(C=C1)S(=O)(=O)C)C)C 4,4,5,5-tetramethyl-2-(2-methyl-4-(methylsulfonyl)phenyl)-1,3,2-dioxaborolan